1-(6-Fluoro-1-methyl-[1,2,4]triazolo[4,3-a]quinazolin-5-yl)-6-[2-(2-methyloxazol-4-yl)ethynyl]-3,5-dihydro-2H-4,1-benzoxazepine FC1=C2C(=NC=3N(C2=CC=C1)C(=NN3)C)N3CCOCC1=C3C=CC=C1C#CC=1N=C(OC1)C